NC(CO)C=1C=CC(=NC1)C1=C(C=C(C#N)C=C1)OC=1N(N=C(C1)C1CCOCC1)C 4-[5-(1-amino-2-hydroxyethyl)pyridin-2-yl]-3-[2-methyl-5-(oxan-4-yl)pyrazol-3-yl]oxybenzonitrile